C(C)(C)(C)[Si](C)(C)OC1CCC(CC1)C=C tert-butyl-{[(1r,4r)-4-vinylcyclohexyl]oxy}dimethylsilane